C(C=C)N1N(C2=NC(=NC=C2C1=O)NC=1C=C2C=NN(C2=CC1)C)C1=CC=CC(=N1)O[C@H]1C[C@@H](N(CC1)C(=O)OC(C)(C)C)C tert-butyl (2S,4R)-4-((6-(2-allyl-6-((1-methyl-1H-indazol-5-yl)amino)-3-oxo-2,3-dihydro-1H-pyrazolo[3,4-d]pyrimidin-1-yl)pyridin-2-yl)oxy)-2-methylpiperidine-1-carboxylate